C(C[C@@](O)(C)CCO)(=O)O R-mevalonic acid